FC1([C@@H](CN2C(N(C[C@@H]21)C2=NOC1=C2C(=CC(=C1)OC(F)(F)F)C1=C(C=C(C=C1F)F)F)=O)NS(=O)(=O)CC)F N-{(6R,7aR)-7,7-difluoro-3-oxo-2-[6-(trifluoromethoxy)-4-(2,4,6-trifluorophenyl)-1,2-benzoxazol-3-yl]hexahydro-1H-pyrrolo[1,2-c]imidazol-6-yl}ethanesulfonamide